2-(2,6-dichloropyridin-4-yl)benzoic acid ClC1=NC(=CC(=C1)C1=C(C(=O)O)C=CC=C1)Cl